C(C)(C)(C)C1=NOC(=N1)C(=O)NCC1=C(C=C(C(=C1)F)C1=NC=NN2C1=CC=C2)Cl 3-(tert-butyl)-N-(2-chloro-5-fluoro-4-(pyrrolo[2,1-f][1,2,4]triazin-4-yl)benzyl)-1,2,4-oxadiazole-5-carboxamide